BrC=1C=CC=2N(C1C(=O)O)C=NC2 6-bromoimidazo[1,5-a]pyridine-5-carboxylic acid